COC1=CC=C(CN(C(=O)OCCOCC2=NC(=CC=C2)COCCOC(=O)N(CC2=CC=C(C=C2)OC)CC2=CC=C(C=C2)OC)CC2=CC=C(C=C2)OC)C=C1 2-[({bis(4-methoxybenzyl)aminocarbonyloxy}ethoxy)methyl]-6-[({bis(4-methoxybenzyl)aminocarbonyloxy}ethoxy)methyl]pyridine